3-bromo-N-(4-hydroxyphenyl)propionamide BrCCC(=O)NC1=CC=C(C=C1)O